6-(6-chloro-4-(piperazin-1-yl)quinazolin-7-yl)-5-fluoro-4-methylpyridin-2-amine ClC=1C=C2C(=NC=NC2=CC1C1=C(C(=CC(=N1)N)C)F)N1CCNCC1